C(C)N(CCCC(C)NC=1N=CC(=NC1)C(=O)NC=1C(=CC=C2C=CC=NC12)OC)CC 5-((5-(diethylamino)pentan-2-yl)amino)-N-(7-methoxyquinolin-8-yl)pyrazine-2-carboxamide